BrC1=C(C=C(C=C1)F)Cl 1-bromo-2-chloro-4-fluoro-benzene